(R)-N-(4-(3-((5-chloro-4-(2-(dimethylamino)ethoxy)pyrimidin-2-yl)amino)pyrrolidine-1-carbonyl)phenyl)acrylamide ClC=1C(=NC(=NC1)N[C@H]1CN(CC1)C(=O)C1=CC=C(C=C1)NC(C=C)=O)OCCN(C)C